N2-gamma-glutamyl-glutamine N[C@@H](CCC(=O)N[C@@H](CCC(N)=O)C(=O)O)C(=O)O